C(C)(C)(C)C=1C(=C(C=C(C1)C)C=1SC2=C(N1)C=C(C=C2)Cl)O 2-(3-tert-butyl-2-hydroxy-5-methylphenyl)-5-chlorobenzothiazole